(S)-N-(5-(5-(2-((tert-butyldiphenylsilyl)oxy)-3,3-difluoropropyl)-1,2,4-oxadiazol-3-yl)-2-methylphenyl)-7-((prop-2-yn-1-yloxy)methyl)imidazo[1,2-a]pyridine-3-carboxamide [Si](C1=CC=CC=C1)(C1=CC=CC=C1)(C(C)(C)C)O[C@@H](CC1=NC(=NO1)C=1C=CC(=C(C1)NC(=O)C1=CN=C2N1C=CC(=C2)COCC#C)C)C(F)F